C(C)(C)(C)OC(=O)N1CCC(CC1)I.[Zn+2] zinc (II) (1-(tert-butoxycarbonyl)piperidin-4-yl) iodide